tert-butyl ((5-(2-fluorophenyl)-1H-pyrrol-3-yl)methyl)(methyl)carbamate FC1=C(C=CC=C1)C1=CC(=CN1)CN(C(OC(C)(C)C)=O)C